FC1=C(C(=O)N)C(=CC=C1F)F 2,3,6-trifluorobenzamide